N-((7-(5-(difluoromethyl)-1,3,4-oxadiazol-2-yl)imidazo[1,2-a]pyridin-2-yl)methyl)-1-(1-hydroxypropan-2-yl)-N-phenylazetidine-3-carboxamide FC(C1=NN=C(O1)C1=CC=2N(C=C1)C=C(N2)CN(C(=O)C2CN(C2)C(CO)C)C2=CC=CC=C2)F